ClC1=CC(=NC=C1)[C@@H]1[C@H](C1)C(=O)NC1=NC=NC(=C1)NCC=1N=C2N(C=C(C=C2N2C(NC(C2)=O)=O)C2CC2)C1 (1S,2S)-2-(4-chloropyridin-2-yl)-N-(6-(((6-cyclopropyl-8-(2,4-dioxoimidazolidin-1-yl)imidazo[1,2-a]pyridin-2-yl)methyl)amino)pyrimidin-4-yl)cyclopropane-1-carboxamide